C1(=CC=CC2=CC=CC=C12)C=1C=CC2=C(C(=C(NS2(=O)=O)[O-])O)C1C.[K+] potassium naphthyl-methylhydroxydioxobenzothiazinolate